[Cl-].C([O-])([O-])=O.[La+3] lanthanum carbonate chloride